3,4-difluoro-2-methoxybenzaldehyde FC=1C(=C(C=O)C=CC1F)OC